CC(C(=O)O)(C)OC1=C(C=C(C=C1)CN1CCN(CC1)CC1=CC=C(C=C1)C(F)(F)F)OC(F)(F)F 2-Methyl-2-(2-(trifluoromethoxy)-4-((4-(4-(trifluoromethyl)benzyl)piperazin-1-yl)methyl)phenoxy)propanoic acid